FC1OC(C(C2=C1C(N1CC=3C(=NC=4C=CC=CC4C3)C1=C2)=O)O)=O fluoro-4-hydroxy-1,12-dihydro-14H-pyrano[3',4':6,7]indolizino[1,2-b]quinoline-3,14(4H)-dione